C=CCCCCC=C octa-1,7-diene